dimethyl 2,5-bis(3-aminoprop-1-yn-1-yl)furan-3,4-dicarboxylate NCC#CC=1OC(=C(C1C(=O)OC)C(=O)OC)C#CCN